CONC(C1=CN=C(C=C1NC1=C(C=C(C=C1)C)N(S(=O)(=O)C)C)NC1=NC=C(C=C1)C)=O N-methoxy-4-((4-methyl-2-(N-methyl-methanesulfonamido)phenyl)amino)-6-((5-methyl-pyridin-2-yl)amino)-nicotinamide